FC1=C(NC=2C3=C(N=CN2)C=CC(=N3)O[C@@H]3CN(CC3)C(=O)OC(C)(C)C)C=CC(=C1F)OC[C@H]1OCCC1 tert-butyl (3S)-3-[4-[2,3-difluoro-4-[[(2S)-tetrahydrofuran-2-yl]methoxy]anilino]pyrido[3,2-d]pyrimidin-6-yl]oxypyrrolidine-1-carboxylate